N-[butylhydroxyphosphinyl]glutamic acid C(CCC)P(=O)(N[C@@H](CCC(=O)O)C(=O)O)O